bis-epoxydicyclohexyl ether C123C(C(CCC1)OC1C45C(CCC1)(O4)O5)(O2)O3